FC1=CC=C(CN2N=C(N=C2)C(=O)OC)C=C1 methyl 1-(4-fluorobenzyl)-1H-1,2,4-triazole-3-carboxylate